ClC1=C(C=NC(=C1)Cl)[C@@H](CCC=C)N[S@@](=O)C(C)(C)C (S)-N-((R)-1-(4,6-dichloropyridin-3-yl)pent-4-en-1-yl)-2-methylpropane-2-sulfinamide